Cl.N1C[C@H](CC1)NC1=CN=CC2=CC=CC=C12 (S)-N-(pyrrolidin-3-yl)isoquinolin-4-amine hydrochloride